o-hydroxydimethyl-benzene OC1=C(C=CC=C1C)C